C(C)OC(CC1CCN(CC1)C1=C(C=C(C=C1F)C1=NC=C(C(=N1)OCC(C)C)F)F)=O {1-[2,6-difluoro-4-(5-fluoro-4-isobutoxy-pyrimidin-2-yl)-phenyl]-piperidin-4-yl}-acetic acid ethyl ester